(R)-1-(4-((5-(1-(1,3-difluoropropan-2-yl)-1H-benzo[d][1,2,3]triazol-6-yl)-4-methoxypyrrolo[2,1-f][1,2,4]triazin-2-yl)amino)-3,3-difluoropiperidin-1-yl)ethan-1-one-2,2,2-d3 FCC(CF)N1N=NC2=C1C=C(C=C2)C=2C=CN1N=C(N=C(C12)OC)N[C@H]1C(CN(CC1)C(C([2H])([2H])[2H])=O)(F)F